2-(cyclopropylamino)-2-(4-(dibenzylamino)phenyl)-3,3,3-trifluoropropanamide C1(CC1)NC(C(=O)N)(C(F)(F)F)C1=CC=C(C=C1)N(CC1=CC=CC=C1)CC1=CC=CC=C1